N-(5-(3,3-dimethyl-1-(4-methyl-4H-1,2,4-triazol-3-yl)cyclobutyl)-2-fluorophenyl)-5-((isobutylamino)methyl)-2-oxo-1-(3,3,3-trifluoropropyl)-1,2-dihydropyridine-3-carboxamide CC1(CC(C1)(C1=NN=CN1C)C=1C=CC(=C(C1)NC(=O)C=1C(N(C=C(C1)CNCC(C)C)CCC(F)(F)F)=O)F)C